(3R)-1-(2-(((3S,4S)-4-(difluoromethyl)-1,3-dimethylpiperidin-3-yl)methoxy)-7-((Ra)-8-ethynyl-7-Fluoro-3-hydroxynaphthalen-1-yl)-6,8-difluoroquinazolin-4-yl)-3-methylpiperidin-3-ol FC([C@@H]1[C@](CN(CC1)C)(C)COC1=NC2=C(C(=C(C=C2C(=N1)N1C[C@@](CCC1)(O)C)F)C1=CC(=CC2=CC=C(C(=C12)C#C)F)O)F)F